CN(C=CC(=O)C=1C=NC=CC1)C 3-dimethylamino-1-(3-pyridinyl)-2-propen-1-one